CC1=C(C[C@H](N)C(=O)O)C=C(C(=C1)O)C 2,5-dimethyltyrosine